ethyl 2-(diethoxyphosphoryl)-4-(2-(1-methyl-1H-pyrazol-4-yl)phenyl)-4-oxobutanoate C(C)OP(=O)(OCC)C(C(=O)OCC)CC(=O)C1=C(C=CC=C1)C=1C=NN(C1)C